Ethyl (1S,4s)-4-(2-fluoro-4-methoxy-5-(((1S,2R,3S,4R)-3-((perfluorophenyl)carbamoyl)bicyclo[2.2.1]heptan-2-yl)carbamoyl)phenoxy)cyclohexane-1-carboxylate FC1=C(OC2CCC(CC2)C(=O)OCC)C=C(C(=C1)OC)C(N[C@@H]1[C@H]2CC[C@@H]([C@@H]1C(NC1=C(C(=C(C(=C1F)F)F)F)F)=O)C2)=O